FC(F)(F)C1=C(C=CC=C1O)O (trifluoromethyl)benzene-1,3-diol